NC1=NC2=CC=C(C=C2C(=N1)[C@](CO)(C1=CC=CC=C1)OC1CC1)C=1C=C(C(N(C1)C)=O)C (S)-5-(2-amino-4-(1-Cyclopropoxy-2-hydroxy-1-phenylethyl)quinazolin-6-yl)-1,3-dimethylpyridin-2(1H)-one